N1(CCCCC1)NC(=O)C1=NN(C(=C1CO)C1=CC=C(C=C1)C#CCCCO[N+](=O)[O-])C1=C(C=C(C=C1)Cl)Cl 1-(2,4-Dichloro-phenyl)-4-hydroxymethyl-5-[4-(5-nitrooxy-pent-1-ynyl)-phenyl]-1H-pyrazole-3-carboxylic acid piperidin-1-ylamide